6-(3-chloro-4-propoxy-phenyl)-N-[(2-morpholino-3-pyridyl)methyl]pyridazine-4-carboxamide ClC=1C=C(C=CC1OCCC)C1=CC(=CN=N1)C(=O)NCC=1C(=NC=CC1)N1CCOCC1